BrC=1C(=C2C(=NC1)N(CC21CC(CC1)=NO)CC1=CC=C(C=C1)OC)Cl 5'-Bromo-4'-chloro-1'-(4-methoxybenzyl)-1',2'-dihydrospiro[cyclopentane-1,3'-pyrrolo[2,3-b]pyridin]-3-one oxime